N-(1-methylpiperidin-4-yl)-5-(3-(piperidine-1-carbonyl)pyrazolo[1,5-a]pyridin-7-yl)picolinamide CN1CCC(CC1)NC(C1=NC=C(C=C1)C1=CC=CC=2N1N=CC2C(=O)N2CCCCC2)=O